3-(2,5,8,11,14,17-hexaoxanonadec-19-yloxy)-4-(3-hydroxypropyl)benzoic acid COCCOCCOCCOCCOCCOCCOC=1C=C(C(=O)O)C=CC1CCCO